(R)-N-(8,9-difluoro-6-oxo-1,4,5,6-tetrahydro-2H-pyrano[3,4-c]isoquinolin-1-yl)-N-methyl-1H-benzo[d]imidazole-6-carboxamide FC=1C(=CC=2C3=C(NC(C2C1)=O)COC[C@@H]3N(C(=O)C=3C=CC1=C(NC=N1)C3)C)F